2-chloro-N-[2,6-difluoro-4-(2-phenylethynyl)phenyl]-3-methoxy-benzenesulfonamide ClC1=C(C=CC=C1OC)S(=O)(=O)NC1=C(C=C(C=C1F)C#CC1=CC=CC=C1)F